CC1=CC=CC(=N1)C1=NN(C=C1)C1=NC=2N(C(=C1)N1CCOCC1)N=C(C2)C=2C=NC=CC2 4-[5-[3-(6-methyl-2-pyridyl)pyrazol-1-yl]-2-(3-pyridyl)pyrazolo[1,5-a]pyrimidin-7-yl]morpholine